C(#N)/C(/C(=O)OCC)=C/C1=CC=CC=C1 ethyl (Z)-2-cyano-3-phenyl-prop-2-enoate